C(C(=C)C)(=O)OCCCCCCCC(C)C isodecyl methacrylate